3-(2,5-Dimethylthiophen-3-yl)-1-[(1-methyl-1H-pyrazol-4-yl)(1-methyl-piperidin-3-yl)sulfamoyl]urea CC=1SC(=CC1NC(NS(N(C1CN(CCC1)C)C=1C=NN(C1)C)(=O)=O)=O)C